2-(4-morpholinyl)-N-(1,2,3,4-tetrahydronaphthalenyl)-6-benzothiazolcarboxamide N1(CCOCC1)C=1SC2=C(N1)C=CC(=C2)C(=O)NC2CCCC1=CC=CC=C21